3-((1-(3-cycloheptyl-2-methylpropanoyl)-4-hydroxypiperidin-4-yl)methyl)-6-(2-fluorophenyl)pyrimidin-4(3H)-one C1(CCCCCC1)CC(C(=O)N1CCC(CC1)(O)CN1C=NC(=CC1=O)C1=C(C=CC=C1)F)C